BrC1CC(C1)C1=CC=C(C=C1)Cl 1-(3-bromocyclobutyl)-4-chloro-benzene